CC1=NN2C(C=C(C(=C2)NC2=NC=C3N(C(N(C3=N2)C2(CCOCC2)C=O)=O)C)C)=N1 4-(2-((2,7-dimethyl-[1,2,4]triazolo[1,5-a]pyridin-6-yl)amino)-7-methyl-8-oxo-7,8-dihydro-9H-purin-9-yl)tetrahydro-2H-pyran-4-carbaldehyde